COC12CC3(CC(CC(C1)(C3)C)(C2)N2N=CC=C2C)C 1-(5-methoxy-3,7-dimethyltricyclo[3.3.1.13,7]dec-1-yl)-5-methyl-1H-pyrazole